((2-(((3S,6S,9aS)-3-(3-(4-(methylamino)pyridin-3-yl)azetidine-1-carbonyl)-5-oxooctahydro-1H-pyrrolo[1,2-a]azepin-6-yl)carbamoyl)benzo[b]thiophen-5-yl)methyl)phosphonic acid CNC1=C(C=NC=C1)C1CN(C1)C(=O)[C@@H]1CC[C@H]2N1C([C@H](CCC2)NC(=O)C2=CC1=C(S2)C=CC(=C1)CP(O)(O)=O)=O